C1(CC1)CN1C(=NC2=C(C1=O)C=NN2CC(F)F)N2CC1(CN(C1)C1=NC(=NC(=C1)C(F)(F)F)C)CC2 5-(cyclopropylmethyl)-1-(2,2-difluoroethyl)-6-(2-(2-methyl-6-(trifluoromethyl)pyrimidin-4-yl)-2,6-diazaspiro[3.4]octan-6-yl)-1,5-dihydro-4H-pyrazolo[3,4-d]pyrimidin-4-one